methyl 3-methyl-2-{[2-oxo-1-(2-oxo-ethyl)-1,2,5,6,7,8,9,10-octahydro-cycloocta[b]pyridine-3-carbonyl]-amino}-butyrate CC(C(C(=O)OC)NC(=O)C1=CC2=C(N(C1=O)CC=O)CCCCCC2)C